6-(2-chloro-4-(5-methyl-1,2,4-oxadiazol-3-yl)phenyl)pyridine ClC1=C(C=CC(=C1)C1=NOC(=N1)C)C1=CC=CC=N1